ethyl N-[(3-methoxyphenyl)carbamothioyl]carbamate COC=1C=C(C=CC1)NC(=S)NC(OCC)=O